2,7,10,12-tetraazatridecanoic acid C(NCCCCNCCNCNC)(=O)O